(1-oxidothiomorpholino)(4-(7-((3-thiomorpholinopropyl)amino)thieno[3,2-b]pyridin-5-yl)phenyl)methanone O=S1CCN(CC1)C(=O)C1=CC=C(C=C1)C1=CC(=C2C(=N1)C=CS2)NCCCN2CCSCC2